C(C)S(=O)(=O)NC1=C(C=C(C=C1)C1=NNC(=C1C(=O)N)NC1=NC=CN=C1)OC1(CC1)C1=CC=CC=C1 3-(4-(ethylsulfonamido)-3-(1-phenylcyclopropoxy)phenyl)-5-(pyrazin-2-ylamino)-1H-pyrazole-4-carboxamide